C(C)(C)(C)OC1=NC=C(C(=N1)OC(C)(C)C)C=1C=C2C(=NN1)N(N=C2OC(C(F)(F)F)C2=NC=CC=C2)C 5-(2,4-ditert-butoxypyrimidin-5-yl)-1-methyl-3-[2,2,2-trifluoro-1-(2-pyridyl)ethoxy]pyrazolo[3,4-c]pyridazine